Tert-butyl (4-bromo-3-cyanophenyl)carbamate BrC1=C(C=C(C=C1)NC(OC(C)(C)C)=O)C#N